P(=O)(OCC)(OCC)OCCl diethyl (chloromethyl) phosphate